C(C)C1=C(NC2=CC=C(C=C12)CNC(=O)C1CC2(C1)CCNCC2)C2=CC(=NC=C2)C N-((3-Ethyl-2-(2-methylpyridin-4-yl)-1H-indol-5-yl)methyl)-7-azaspiro[3.5]nonan-2-carboxamid